CC1(CCC=2C1=NC1=C(C2NC(=O)N=[S@@](=O)(N)C2=C(N=C(S2)C(C)(C)O)COC)CCC1)C (S)-N'-((3,3-dimethyl-1,2,3,5,6,7-hexahydrodicyclopenta[b,e]pyridin-8-yl)carbamoyl)-2-(2-hydroxypropan-2-yl)-4-(methoxymethyl)thiazole-5-sulfonimidamide